FC(C(O)C1=NC=CC=C1)F 2,2-difluoro-1-(2-pyridyl)ethanol